2'-((2-chloro-5,6,7,8-tetrahydropyrido[4,3-d]pyrimidin-4-yl)oxy)-1'-fluoro-6',8',9',11'-tetrahydrospiro[cyclopropane-1,10'-pyrido[3',4':4,5]pyrrolo[2,3-f]isoquinolin]-7'(5'H)-one ClC=1N=C(C2=C(N1)CCNC2)OC=2N=CC=1CCC3=C(C1C2F)NC2=C3C(NCC23CC3)=O